FC(C(=O)O)(F)F.NC=1C=2N(C=C(N1)C(F)(F)F)C(=CN2)C=2C=C(C=CC2C)S(=O)(=O)NC21CC(C2)(C1)C(F)F 3-(8-Amino-6-(trifluoromethyl)imidazo[1,2-a]pyrazin-3-yl)-N-(3-(difluoromethyl)bicyclo[1.1.1]pentan-1-yl)-4-methylbenzenesulfonamide trifluoroacetate salt